CC1(C(C1)C(=O)ON1C(CCC1=O)=O)C1=CC=CC=C1 2,5-dioxopyrrolidin-1-yl 2-methyl-2-phenylcyclopropane-1-carboxylate